FC(C(=O)O)(F)F.ClC=1C=C2C=CN(C2=C(C1)C1=C2C(=NC=C1)C=C(S2)CN2C(C(=CC2=O)C2=CC=CC=C2)=O)CC2(CCNCC2)F 1-((7-(5-chloro-1-((4-fluoropiperidin-4-yl)methyl)-1H-indole-7-yl)thieno[3,2-b]pyridin-2-yl)methyl)-3-phenyl-1H-pyrrole-2,5-dione trifluoroacetate